C(C1=CC=CC=C1)SC=1C=C2C(N(C(NC2=CC1)=NOCC1=C(N=C(S1)C)C)CC=1C=NN(C1)C)=O 6-benzylsulfanyl-2-[(2,4-dimethylthiazol-5-yl)methoxyimino]-3-[(1-methylpyrazol-4-yl)methyl]-1H-quinazolin-4-one